C(C)(C)(C)OC(=O)N1C(CC(CC1)C1=CC=CC=C1)C(N[C@H](C(=O)OCC1=CC=CC=C1)C)=O 2-(((S)-1-(benzyloxy)-1-oxopropan-2-yl)carbamoyl)-4-phenylpiperidine-1-carboxylic acid tert-butyl ester